C(C=C)(=O)N1C[C@H]([C@@H](C1)OCC1=CC=C(C=C1)C(F)(F)F)NS(=O)(=O)C=1C(=NOC1C)C N-(trans-1-acryloyl-4-(4-(trifluoromethyl)benzyloxy)pyrrolidin-3-yl)-3,5-dimethylisoxazole-4-sulfonamide